N1=C(C=CC=C1)N[Hf] pyridinylaminohafnium